FC(C=1C2=CN(N=C2C(=C(C1)C1=CC=C(C=C1)CN1CCC(CC1)O)C)C(C(=O)OCC)C1=C2N(C=N1)C[C@@H](C2)F)F ethyl 2-[4-(difluoromethyl)-6-[4-[(4-hydroxy-1-piperidyl)methyl]phenyl]-7-methyl-indazol-2-yl]-2-[(6R)-6-fluoro-6,7-dihydro-5H-pyrrolo[1,2-c]imidazol-1-yl]acetate